(S)-4,7-difluoro-N-((R)-1-(6-((3R,4R)-3-fluoro-4-hydroxypiperidin-1-yl)pyridin-3-yl)-3-(4-hydroxypiperidin-1-yl)propyl)-7-isopropyl-5,6,7,8-tetrahydroacridine-2-carboxamide FC1=CC(=CC2=CC=3C[C@@](CCC3N=C12)(C(C)C)F)C(=O)N[C@H](CCN1CCC(CC1)O)C=1C=NC(=CC1)N1C[C@H]([C@@H](CC1)O)F